6-amino-2-(3,5-dichloro-4-[[5-(2-hydroxypropan-2-yl)-6-oxo-1H-pyridazin-3-yl]oxy]phenyl)-4H-1,2,4-triazine-3,5-dione NC=1C(NC(N(N1)C1=CC(=C(C(=C1)Cl)OC1=NNC(C(=C1)C(C)(C)O)=O)Cl)=O)=O